NCC=1N=C2N(C=C(C=C2N2C(C[C@H](C2)O)=O)C2CC2)C1 (R)-1-(2-(aminomethyl)-6-cyclopropylimidazo[1,2-a]pyridin-8-yl)-4-hydroxypyrrolidin-2-one